2-phenylethylamine C1(=CC=CC=C1)CCN